(1S,2S)-2-(1H-benzo[d]imidazol-2-yl)-N-((R)-1-((4-(methylsulfonyl)benzyl)amino)-1-oxopropan-2-yl)cyclopropane-1-carboxamide N1C(=NC2=C1C=CC=C2)[C@@H]2[C@H](C2)C(=O)N[C@@H](C(=O)NCC2=CC=C(C=C2)S(=O)(=O)C)C